NC1=C(C(=NN1C(C(F)(F)F)C)C1=CC(=C(C=C1)CNC(C1=C(C=CC(=C1)F)OC)=O)F)C(=O)N 5-amino-3-[3-fluoro-4-[[(5-fluoro-2-methoxy-benzoyl)amino]methyl]phenyl]-1-(2,2,2-trifluoro-1-methyl-ethyl)pyrazole-4-carboxamide